N1=CC=C(C=C1)C1=CC2=C(N=C(S2)NC2=NC=CC(=C2)CC(=O)N2CCCC2)C=C1 2-(2-((6-(pyridin-4-yl)benzo[d]thiazol-2-yl)amino)pyridin-4-yl)-1-(pyrrolidin-1-yl)ethanone